1-(4-((4-((4-((5-chloro-2-((2R,6S)-2,6-dimethylmorpholino)pyridin-4-yl)oxy)-2-fluorophenyl)amino)-7-methoxyquinazolin-6-yl)amino)piperidin-1-yl)prop-2-en-1-one ClC=1C(=CC(=NC1)N1C[C@H](O[C@H](C1)C)C)OC1=CC(=C(C=C1)NC1=NC=NC2=CC(=C(C=C12)NC1CCN(CC1)C(C=C)=O)OC)F